C(CCCCCCCCCCCCC)N(C(C)=O)C1[C@H](O)[C@@H](O)[C@H](O)CO1 tetradecyl-N-acetylxylosylamine